FC1=CC=C(OCC(=O)C2=CC=C(C=C2)C2=NOC(=N2)C(F)(F)F)C=C1 2-(4-fluorophenoxy)-1-(4-(5-(trifluoromethyl)-1,2,4-oxadiazol-3-yl)phenyl)ethan-1-one